IC1=CC=C2C3=C(C=CC=C13)C(=O)OC2=O 4-iodo-1,8-naphthalenedicarboxylic anhydride